(2R,5S)-5-(4-Chlorobenzyl)-4-(4-(1,5-dimethyl-1H-pyrazol-3-yl)cyclohexyl)-2-(fluoromethyl)morpholin ClC1=CC=C(C[C@H]2CO[C@H](CN2C2CCC(CC2)C2=NN(C(=C2)C)C)CF)C=C1